4-((3'-(methylamino)-1'H-spiro[cyclohexane-1,4'-pyrimido[5',4':4,5]pyrrolo[2,1-c][1,2,4]triazin]-7'-yl)amino)benzenesulfonamide CNC=1C2(N3C(NN1)=CC1=C3N=C(N=C1)NC1=CC=C(C=C1)S(=O)(=O)N)CCCCC2